NC=1C=NC2=CC=C(C=C2C1NC1=CC=C(C(=O)NC)C=C1)Br 4-((3-amino-6-bromoquinolin-4-yl)amino)-N-methylbenzamide